ethyl (5S,8S)-2-bromo-8-isopropyl-9-methyl-7,10-dioxo-4,5,6,7,8,9,10,11,12,13-decahydrothiazolo[4,5-g][1,4]diazacyclododecine-5-carboxylate BrC=1SC2=C(C[C@H](NC([C@@H](N(C(CCC2)=O)C)C(C)C)=O)C(=O)OCC)N1